N-ethyl-6-(1-(4-fluorophenyl)ethyl)-N,3-dimethyl-5-((2-(pyrrolidin-1-yl)ethyl)amino)pyrazine-2-carboxamide C(C)N(C(=O)C1=NC(=C(N=C1C)NCCN1CCCC1)C(C)C1=CC=C(C=C1)F)C